3-sulfopropyl-acrylic acid, sodium salt [Na+].S(=O)(=O)([O-])CCCC(C(=O)[O-])=C.[Na+]